PENTYLENE GLYCOL C(CCCCO)O